para-cresol hydrochloride Cl.C1=CC(=CC=C1O)C